2-(5-(2-(4,5-Dichloro-6-oxopyridazin-1(6H)-yl)acetamido)-2-methylphenylsulfonamido)-N,N-dimethylacetamide ClC=1C=NN(C(C1Cl)=O)CC(=O)NC=1C=CC(=C(C1)S(=O)(=O)NCC(=O)N(C)C)C